tert-butyl 7-[4-(3-amino-2-fluorophenyl)-5-(2-chloropyrimidin-4-yl)-1,3-thiazol-2-yl]-2-azaspiro[3.5]nonane-2-carboxylate NC=1C(=C(C=CC1)C=1N=C(SC1C1=NC(=NC=C1)Cl)C1CCC2(CN(C2)C(=O)OC(C)(C)C)CC1)F